4-chloro-2-(1-ethyl-3-methyl-1H-pyrazol-5-yl)-8-(3-morpholinopropoxy)-9H-pyrimido[4,5-b]Indole-6-carbonitrile ClC1=NC(=NC=2NC3=C(C=C(C=C3C21)C#N)OCCCN2CCOCC2)C2=CC(=NN2CC)C